tert-butyl hexahydro-1H-pyrrolo[3,4-c]pyridine-2(3H)-carboxylate hydrochloride Cl.C1N(CC2CNCCC21)C(=O)OC(C)(C)C